FC1=C(C=CC=C1F)CCCOCCCC1=C(C(=CC=C1)F)F 2,3-difluorophenylpropyl ether